OCCC[Si](C)(C)C hydroxypropyl-trimethyl-silane